N-(4-(4-amino-7-methyl-5-(4-(pyrrolidin-1-ylsulfonyl)phenyl)-7H-pyrrolo[2,3-d]pyrimidin-6-yl)phenyl)methacrylamide NC=1C2=C(N=CN1)N(C(=C2C2=CC=C(C=C2)S(=O)(=O)N2CCCC2)C2=CC=C(C=C2)NC(C(=C)C)=O)C